C1(CC1)C1=CC(=NN1)NC(CC1=NN(C=C1)C=1N=CSC1)=O N-(5-cyclopropyl-1H-pyrazol-3-yl)-2-[1-(1,3-thiazol-4-yl)-1H-pyrazol-3-yl]acetamide